CNC1=C(C=CC=C1)S(=O)(=O)N 2-(methylamino)benzene-1-sulfonamide